CC1(NC(C=CC1)(C)C)C 2,2,6,6-tetramethyl-1,2,3,6-tetrahydropyridin